ClC=1C(=C(C=CC1)C1(NC=NC2=CC=C(C=C12)N)N)F 4-(3-chloro-2-fluoro-phenyl)quinazoline-4,6-diamine